Methyl (5-amino-4-bromo-2-fluorophenyl)carbamate NC=1C(=CC(=C(C1)NC(OC)=O)F)Br